N[C@H]1CN(CC1)C1=C(C=CC(=C1)C=1C=NC=CC1C#N)NC(=O)C1=NN(C(C=C1)=O)C1=C(C=CC=C1F)F (R)-N-(2-(3-aminopyrrolidin-1-yl)-4-(4-cyanopyridin-3-yl)phenyl)-1-(2,6-difluorophenyl)-6-oxo-1,6-dihydropyridazine-3-carboxamide